2-({[(tert-butoxy)carbonyl]Amino}methyl)-1-ethyl-1H-1,3-benzodiazole-6-carboxylic acid C(C)(C)(C)OC(=O)NCC1=NC2=C(N1CC)C=C(C=C2)C(=O)O